C1(CCCCC1)C(O)O cyclohexanemethanediol